ClC=1C(=C(C(=O)OC2=C(C(=C(C(=O)OC3=C(C(=C(C(=O)O)C(=C3C)C)C)CC)C(=C2)C)C)C)C(=C(C1OC(C1=C(C=C(C=C1C)O)OC)=O)C)C)O 4-((4-((3-chloro-2-hydroxy-4-((4-hydroxy-2-methoxy-6-methylbenzoyl)oxy)-5,6-dimethylbenzoyl)oxy)-2,3,6-trimethylbenzoyl)oxy)-3-ethyl-2,5,6-trimethylbenzoic acid